C=CC=C trans-Butadien